ClC=1C=CC=2N(C1)C(=CN2)C(=O)NC2=C(C(=CC(=C2)C2=NOC(=N2)[C@@H]2[C@H](C2)F)F)C 6-chloro-N-(3-fluoro-5-(5-((1R,2S)-2-fluorocyclopropyl)-1,2,4-oxadiazol-3-yl)-2-methylphenyl)imidazo[1,2-a]pyridine-3-carboxamide